ClC1=CC=C(C(=N1)C)O[C@H](C)C=1C=C(C=C2C(C(=C(OC12)C=1C=CC(NC1)=O)C)=O)C 5-[8-[(1R)-1-[(6-Chloro-2-methyl-3-pyridyl)oxy]ethyl]-3,6-dimethyl-4-oxo-chromen-2-yl]-1H-pyridin-2-one